(M)-6-Chloro-4-[(2S,5R)-2,5-dimethyl-4-prop-2-enoyl-piperazin-1-yl]-1-(2-isopropyl-4-methyl-3-pyridyl)-7-(2-methylprop-1-enyl)pyrido[2,3-d]pyrimidin-2-one ClC1=CC2=C(N(C(N=C2N2[C@H](CN([C@@H](C2)C)C(C=C)=O)C)=O)C=2C(=NC=CC2C)C(C)C)N=C1C=C(C)C